(1s,4s)-4-hydroxycyclohexan-1-carboxylic acid OC1CCC(CC1)C(=O)O